C(CCC)[Sn](C1=CC=C(S1)C1=CC(=CC(=C1)C=1SC(=CC1)[Sn](CCCC)(CCCC)CCCC)C=1SC(=CC1)[Sn](CCCC)(CCCC)CCCC)(CCCC)CCCC 1,3,5-tris(5-(tri-n-butylstannyl)thiophen-2-yl)benzene